C(C)C=1N=C(NC1)C 4-ethyl-2-methylimidazole